3-(4-(2-(3-(4-(trifluoromethoxy)phenyl)thioureido)ethyl)phenyl)urea FC(OC1=CC=C(C=C1)NC(NCCC1=CC=C(C=C1)NC(N)=O)=S)(F)F